CC1=CC(N(C(N1)=O)C(CC)C)=O 6-methyl-3-(1-methylpropyl)-2,4(1H,3H)-pyrimidinedione